NC=1C=2N(C3=CC(=C(C=C3N1)F)C(=O)N(C=1C=NN(C1)C)CC1=NC=C(C=C1F)C(F)(F)F)C=NC2 4-amino-7-fluoro-N-((3-fluoro-5-(trifluoromethyl)pyridin-2-yl)methyl)-N-(1-methyl-1H-pyrazol-4-yl)imidazo[1,5-a]quinoxaline-8-carboxamide